1-(6,7-dihydro-5H-benzo[6,7]cyclohepta[1,2-c]pyridazin-3-yl)-N3-((7S)-7-(dimethylamino)-6,7,8,9-tetrahydro-5H-benzo[7]annulene-2-yl)-1H-1,2,4-triazole-3,5-diamine N1=NC(=CC2=C1C1=C(CCC2)C=CC=C1)N1N=C(N=C1N)NC=1C=CC2=C(CC[C@H](CC2)N(C)C)C1